glyceric acid 3-phosphate C(C(C(=O)O)O)OP(=O)(O)O